nitrogen 2HCl Cl.Cl.[N]